NCC=1C=C(CNC(OC(C)(C)C)=O)C=CC1 tert-butyl (3-(aminomethyl)benzyl)carbamate